CC1=C(C=NN1C1CCOCC1)C1=NC=2C(=NC=CC2C=2C=C3CCCC(C3=CC2)NC(=O)C2=NOC(=N2)C(C)(C)C)N1 5-tert-Butyl-[1,2,4]oxadiazole-3-carboxylic acid (6-{2-[5-methyl-1-(tetrahydro-pyran-4-yl)-1H-pyrazol-4-yl]-3H-imidazo[4,5-b]pyridin-7-yl}-1,2,3,4-tetrahydro-naphthalen-1-yl)-amide